1-(4-methyl-phenoxy)-pent-4-en-2-ol CC1=CC=C(OCC(CC=C)O)C=C1